FC1=CC=C(C=C1)C=1N=NN(C1COC1=CC=C2C(=N1)CN(C2)C(=O)C2COCC2)C 4-(4-fluorophenyl)-1-methyl-5-({[6-(oxolane-3-carbonyl)-5H,6H,7H-pyrrolo[3,4-b]pyridin-2-yl]oxy}methyl)-1H-1,2,3-triazole